FC=1C(=NC=CC1CO)N1CCN(CC1)C=1C=C(C#N)C=CC1 3-[4-[3-Fluoro-4-(hydroxymethyl)-2-pyridinyl]piperazin-1-yl]benzonitrile